(3-(5-chloro-4-(5,5-dimethyl-5,6-dihydro-4H-pyrrolo[1,2-b]pyrazol-3-yl)pyridin-2-yl)ureido)-6-azaspiro[2.5]octane-6-carboxylic acid tert-butyl ester C(C)(C)(C)OC(=O)N1CCC2(CC2NC(=O)NC2=NC=C(C(=C2)C2=C3N(N=C2)CC(C3)(C)C)Cl)CC1